2-((((9H-Fluoren-9-yl)methoxy)carbonyl)(methyl)amino)-4-(3-(allyloxy)phenyl)butanoic acid C1=CC=CC=2C3=CC=CC=C3C(C12)COC(=O)N(C(C(=O)O)CCC1=CC(=CC=C1)OCC=C)C